ClP(C(C)C)C(C)C chloro(diisopropyl)phosphine